C(C)(C)(C)C1=CC=C(C=C1)[C@H]1[C@H](C1)\C=C\C1=CC=CC=C1 1-(tert-butyl)-4-((1R,2R)-2-((E)-styryl)cyclopropyl)benzene